ClC1=CC=C2C(=CC(=NC2=C1)C=1C=NC(=C(C(=O)O)C1)O)N1C=NC=C1 5-(7-chloro-4-(1H-imidazol-1-yl)quinolin-2-yl)-2-hydroxynicotinic acid